3-(7-methoxy-5-methylbenzothiophen-2-yl)-1-(azetidin-3-yl)-1H-pyrazolo[3,4-d]pyrimidin-4-amine hydrochloride Cl.COC1=CC(=CC=2C=C(SC21)C2=NN(C1=NC=NC(=C12)N)C1CNC1)C